9,9-bis(4-bromophenyl)-9H-fluorene BrC1=CC=C(C=C1)C1(C2=CC=CC=C2C=2C=CC=CC12)C1=CC=C(C=C1)Br